boric acid trin-butyl ester C(CCC)OB(OCCCC)OCCCC